[(1R,5R)-5-(2,6-dichloropurin-9-yl)cyclohex-3-en-1-yl]methanol ClC1=NC(=C2N=CN(C2=N1)[C@H]1C=CC[C@H](C1)CO)Cl